(2Z,2'E)-2,2'-(1-(piperidin-4-yl)propane-1,2-diylidene)bis(N-ethylhydrazine-1-carbothioamide) N1CCC(CC1)\C(\C(\C)=N\NC(NCC)=S)=N\NC(NCC)=S